C(C)(C)(C)OC(=O)N1C(C2=NC=C(C=C2C1)C=O)CO[Si](C)(C)C(C)(C)C 7-(((tert-butyldimethylsilyl)oxy)methyl)-3-formyl-5,7-dihydro-6H-pyrrolo[3,4-B]pyridine-6-carboxylic acid tert-butyl ester